C(C)(C)(C)[Si](Cl)(Cl)Cl tertiary butyl-trichlorosilane